7-bromo-pyrido[2,3-d]pyrimidine-2,4-diol BrC=1C=CC2=C(N=C(N=C2O)O)N1